Methyl 4-bromo-2-fluoro-5-methylbenzoate BrC1=CC(=C(C(=O)OC)C=C1C)F